1-methyl-pyrazolo[4,3-d]pyrimidine-5,7(4H,6H)-dione CN1N=CC=2NC(NC(C21)=O)=O